pyridooxadiazole O1N=NC2=C1C=CC=N2